C(C)(=O)OC1=C2C(=CNC2=CC=C1)CCN(C([2H])([2H])[2H])C([2H])([2H])[2H] 3-(2-(bis(methyl-d3)amino) ethyl)-1H-indol-4-yl acetate